OC(CN1CCC(CC1)C(=O)N)COC1=CC=C2C(=C(C(OC2=C1)=O)CC1=C(C=CC=C1)C(F)(F)F)C 1-(2-hydroxy-3-((4-methyl-2-oxo-3-(2-(trifluoromethyl)benzyl)-2H-chromen-7-yl)oxy)propyl)piperidine-4-carboxamide